5-[2-fluoro-6-hydroxy-4-[[[4-[4-(trifluoromethyl)phenyl]-3-pyridyl]amino]methyl]phenyl]-1,1-dioxo-1,2,5-thiadiazolidin-3-one FC1=C(C(=CC(=C1)CNC=1C=NC=CC1C1=CC=C(C=C1)C(F)(F)F)O)N1CC(NS1(=O)=O)=O